O1CCC(CC1)COC1=CC=C(C=C1)C1=C(CC2CCC(C1)N2)COC2=CC=C1CNC(C1=C2)=O 6-({4-[4-(Oxan-4-ylmethoxy)phenyl]-9-azabicyclo[4.2.1]non-3-en-3-yl}methoxy)-2,3-dihydro-1H-isoindol-1-one